FC=1C=C2C=NC(=NC2=C(C1)C1=C(C=CC=C1)OC)NC1=CC=C(C=2CCOC21)C2CCNCC2 6-fluoro-8-(2-methoxyphenyl)-N-[4-(piperidin-4-yl)-2,3-dihydro-1-benzofuran-7-yl]quinazolin-2-amine